4-[(1r,4r)-4-(3-Chloroanilino)-4-(methoxycarbonyl)spiro[cyclohexane-1,1'-indene]-2'-yl]-3,6-dihydropyridine-1(2H)-carboxylic acid tert-butyl ester C(C)(C)(C)OC(=O)N1CCC(=CC1)C=1C2(C3=CC=CC=C3C1)CCC(CC2)(C(=O)OC)NC2=CC(=CC=C2)Cl